thia-3,9,11,18,23-pentaazatetracyclo[17.3.1.111,14.05,10]tetracosa-1(22),5,7,9,19(23),20-hexaene-8-carbonitrile S=12CNCC3=CC=C(N=C3N3CCC(CCCNC(C=CC1)=N2)C3)C#N